[N+](=O)([O-])C=1C=C(C=CC1)N1CCN(CC1)C(=O)OC(C)(C)C tert-butyl 4-(3-nitrophenyl)piperazine-1-carboxylate